O1C=CC2=C1C=CC(=C2)CN2C1=C(SCC2=O)C=C(C=C1)C(=O)OC methyl 4-(benzofuran-5-ylmethyl)-3-oxo-3,4-dihydro-2H-benzo[b][1,4]thiazine-7-carboxylate